C(C)C1=CC=CC=C1N1[C@H](CCC1)CO 2-ethyl-3-[(2R)-2-(hydroxymethyl)pyrrolidin-1-yl]benzene